[Br-].C(C1=CC=CC=C1)[N@@+](CC#C)(C(C)C)C |r| Racemic-N-benzyl-N-methyl-N-(isopropyl)prop-2-yn-1-aminium bromide